OC1N(C(C2=CC(=CC=C12)C(=N)N)=O)CCNC1=NC=CC2=CC=C(C=C12)C1=NOC(=N1)C hydroxy-2-[2-[[7-(5-methyl-1,2,4-oxadiazol-3-yl)-1-isoquinolinyl]amino]ethyl]-3-oxo-isoindoline-5-carboxamidine